CN1C(NC(C=C1C(F)(F)F)=O)=O methyl-2,6-dioxo-4-(trifluoromethyl)-3,6-dihydropyrimidin